N-[2-amino-5-(4-fluorophenyl)phenyl]-4-(pyridazin-3-ylsulfonimidoyl)benzamide NC1=C(C=C(C=C1)C1=CC=C(C=C1)F)NC(C1=CC=C(C=C1)S(=O)(=N)C=1N=NC=CC1)=O